N-[(1R)-1-[4-methoxy-3-(1-methylpyrazol-4-yl)phenyl]ethyl]-2-methyl-5-(1-methyl-4-piperidyl)benzamide COC1=C(C=C(C=C1)[C@@H](C)NC(C1=C(C=CC(=C1)C1CCN(CC1)C)C)=O)C=1C=NN(C1)C